tert-butyl (S)-(((tert-butoxycarbonyl)imino)(3-(3-(4-decylphenyl)-1,2,4-oxadiazol-5-yl)pyrrolidin-1-yl)methyl)carbamate C(C)(C)(C)OC(=O)N=C(N1C[C@H](CC1)C1=NC(=NO1)C1=CC=C(C=C1)CCCCCCCCCC)NC(OC(C)(C)C)=O